[methyl(oxo){1-[6-(trifluoromethyl)-3-pyridyl]ethyl}-λ6-sulfanylidene]cyanamide CS(C(C)C=1C=NC(=CC1)C(F)(F)F)(=O)=NC#N